ClC=1C=C2C(=NC(=NC2=C(C1C1=CC(=CC2=CC=CC=C12)O)F)OC[C@H]1CN(CCO1)C)N1CC2CCC(C1)N2 4-(6-chloro-4-{3,8-diazabicyclo[3.2.1]oct-3-yl}-8-fluoro-2-{[(2R)-4-methylmorpholin-2-yl]methoxy}quinazolin-7-yl)naphthalen-2-ol